2-furancarboxylic acid O1C(=CC=C1)C(=O)O